1-Chloromethyl 8-{4-oxo-1-[2-(propan-2-yloxy)ethyl]-2-sulfanylidene-1H,2H,3H,4H,5H-pyrrolo[3,2-d]pyrimidin-5-yl}methyl octanedioate C(CCCCCCC(=O)OCN1C=CC=2N(C(NC(C21)=O)=S)CCOC(C)C)(=O)OCCl